6-(6-(difluoromethoxy)pyridin-3-yl)-N-(2-(2-fluoro-5-methoxypyridin-3-yl)ethyl)pyrazine-2-carboxamide FC(OC1=CC=C(C=N1)C1=CN=CC(=N1)C(=O)NCCC=1C(=NC=C(C1)OC)F)F